tert-butyl L-prolinate N1[C@@H](CCC1)C(=O)OC(C)(C)C